(3-fluoro-4-(methoxycarbonyl)phenyl)piperazine-1-carboxylic acid tert-butyl ester C(C)(C)(C)OC(=O)N1C(CNCC1)C1=CC(=C(C=C1)C(=O)OC)F